N-[4-(2-bromoethoxy)-2,6-difluorophenyl]-N-methylmethanesulfonamide BrCCOC1=CC(=C(C(=C1)F)N(S(=O)(=O)C)C)F